CC1=C(OC2=C1C=C(C=C2)S(NCCC2=CC(=CC=C2)OC(F)(F)F)(=O)=O)C(=O)O 3-methyl-5-(N-(3-(trifluoromethoxy)phenethyl)sulfamoyl)benzofuran-2-carboxylic acid